C(CCCC)C1=C(C=CC(=C1)CCCC)O 2-pentyl-4-butylphenol